2,2',2'',2'''-(5,6-bis(10-methylphenazin-5(10H)-yl)benzene-1,2,3,4-tetrayl)tetrakis(benzo[d]oxazole) CN1C2=CC=CC=C2N(C=2C=CC=CC12)C=1C(=C(C(=C(C1N1C=2C=CC=CC2N(C2=CC=CC=C12)C)C=1OC2=C(N1)C=CC=C2)C=2OC1=C(N2)C=CC=C1)C=1OC2=C(N1)C=CC=C2)C=2OC1=C(N2)C=CC=C1